ClC1=C(C(=O)NCC(N2CCC(CC2)COC2=NC(=NC=C2)F)C2=C(N=CS2)C(F)F)C(=CC=C1)F 2-Chloro-N-{2-[4-(difluoromethyl)-1,3-thiazol-5-yl]-2-(4-{[(2-fluoropyrimidin-4-yl)-oxy]methyl}piperidin-1-yl)ethyl}-6-fluorobenzamid